β-naphthalenesulfinic acid triethylamine salt C(C)N(CC)CC.C1=C(C=CC2=CC=CC=C12)S(=O)O